COC1=CC=CC=C1 methoxybenzene